C(CCC)C(=O)OC(C)(C)C Tert-butyl butan-1-carboxylate